COC(=O)C=1N=C(OC1C1=CNC2=CC=CC=C12)C1=CC=C(C=C1)OC 5-(1H-indol-3-yl)-2-(4-methoxyphenyl)oxazole-4-carboxylic acid methyl ester